1-(3-chloro-5-fluorophenyl)-3-(2,6-dichloropyridin-4-yl)urea ClC=1C=C(C=C(C1)F)NC(=O)NC1=CC(=NC(=C1)Cl)Cl